2-(5-Amino-4-chloro-3-cyclopropyl-1H-pyrazol-1-yl)acetic acid NC1=C(C(=NN1CC(=O)O)C1CC1)Cl